BrC1=CN(C2=CC=CC(=C12)OC)C(=O)OC(C)(C)C tert-butyl 3-bromo-4-methoxy-1H-indole-1-carboxylate